S1C=C(C=C1)C=1C=CC(=NC1)C=1C(=NC(=NC1)N)N (5-(thien-3-yl)pyridin-2-yl)pyrimidine-2,4-diamine